2,6-difluoro-4-(trifluoromethyl)benzaldehyde FC1=C(C=O)C(=CC(=C1)C(F)(F)F)F